(1S,3S)-3-butyl-1-cyclohexyl-6-methoxy-1,2,3,4-tetrahydroisoquinoline C(CCC)[C@@H]1N[C@H](C2=CC=C(C=C2C1)OC)C1CCCCC1